C1(=CC=CC=2C3=CC=CC=C3NC12)C=1C=C(C=CC1)N1C2=CC=CC=C2OC=2C=CC=CC12 10-(3-(9H-carbazol-1-yl)phenyl)-10H-phenoxazine